((R)-3-(4-fluorophenyl)pyrrolidin-1-yl)(4-((R)-2-hydroxy-3-(1H-1,2,4-triazol-1-yl)propoxy)phenyl)methanone FC1=CC=C(C=C1)[C@@H]1CN(CC1)C(=O)C1=CC=C(C=C1)OC[C@@H](CN1N=CN=C1)O